COC1=C(C=CC(=C1)C(=O)O)C1=CC=CC=C1 2-methoxy-[1,1'-biphenyl]-4-carboxylic acid